ClC=1C=C(C2=CC=CC=C2C1)C=1C=CC2=C(OC3=C2C=CC=C3)C1 3-(3-chloronaphthalen-1-yl)dibenzo[b,d]furan